C(C)(C)(C)OC(=O)NC1=C(C(=C(C(=C1F)F)Cl)F)C=C(C(=O)OCC)OCC ethyl 3-(2-((tert-butoxycarbonyl)amino)-5-chloro-3,4,6-trifluorophenyl)-2-ethoxyacrylate